bis(cyclooctane-1,5-diene) nickel [Ni].C1=CCCC=CCC1.C1=CCCC=CCC1